N-(4-((dimethylamino)methyl)phenyl)-3-(1H-pyrrolo[2,3-b]pyridin-5-yl)pyrazolo[1,5-a]pyridine-5-carboxamide CN(C)CC1=CC=C(C=C1)NC(=O)C1=CC=2N(C=C1)N=CC2C=2C=C1C(=NC2)NC=C1